(R)-1-((2s,4R)-2-(benzo[d]thiazol-2-yl)-4-hydroxypyrrolidin-1-yl)-2-(4-(5-chlorothiophene-2-yl)-1H-1,2,3-triazol-1-yl)-3-methylbutan-1-one S1C(=NC2=C1C=CC=C2)[C@H]2N(C[C@@H](C2)O)C([C@@H](C(C)C)N2N=NC(=C2)C=2SC(=CC2)Cl)=O